C(C)(C)C1=CC2=C(C=C(C2=C(C=C1)C)S(=O)(=O)N1C=C(C2=CC=CC=C12)C=O)C 1-((5-isopropyl-3,8-dimethylazulen-1-yl)sulfonyl)-1H-indole-3-carbaldehyde